4-(4-(tetradec-1,13-dien-4-yloxy)phenyl)butan-2-one C=CCC(CCCCCCCCC=C)OC1=CC=C(C=C1)CCC(C)=O